7-benzyl-N2-(3-methoxyphenyl)-5,6,7,8-tetrahydropyrido[3,4-d]pyrimidine-2,4-diamine C(C1=CC=CC=C1)N1CC=2N=C(N=C(C2CC1)N)NC1=CC(=CC=C1)OC